O=C(CCC1=CC=C(C=C1)[O-])C1=C(C=C(C=C1O)O)O 4-[3-oxo-3-(2,4,6-trihydroxyphenyl)propyl]phenolate